N-tert-butoxycarbonyl-1,4-butanediamine C(C)(C)(C)OC(=O)NCCCCN